C1(CCC1)C=1C(=NN(C1NC(OCC1CC(C1)(F)F)=O)C)C1CC(C1)(F)F (3,3-difluorocyclobutyl)methyl (4-cyclobutyl-3-(3,3-difluorocyclobutyl)-1-methyl-1H-pyrazol-5-yl)carbamate